N-(4-((4-(4-(3-(dimethylamino)propanoyl)piperazin-1-yl)-5-methoxy-6-((5-methyl-1H-pyrazol-3-yl)amino)pyrimidin-2-yl)thio)phenyl)cyclopropanecarboxamide CN(CCC(=O)N1CCN(CC1)C1=NC(=NC(=C1OC)NC1=NNC(=C1)C)SC1=CC=C(C=C1)NC(=O)C1CC1)C